COC=1C=C(\C=C/2\C(=C(C3=CC(=C(C=C23)OC)OC)CC(=O)O)C)C=C(C1OCC1=CC(=C(C(=C1)OC)OC)OC)OC (Z)-2-(1-(3,5-dimethoxy-4-((3,4,5-trimethoxybenzyl)oxy)benzylidene)-5,6-dimethoxy-2-methyl-1H-inden-3-yl)acetic acid